4,4'-azobis-(4-cyanovaleric acid) N(=NC(CCC(=O)O)(C)C#N)C(CCC(=O)O)(C)C#N